(1-phenyl-1H-pyrazole-3,4-diyl)bis(phenylmethanone) C1(=CC=CC=C1)N1N=C(C(=C1)C(=O)C1=CC=CC=C1)C(=O)C1=CC=CC=C1